6,6-dimethyl-3-(trifluoromethyl)-6,6a,7,8,9,10-hexahydro-5H-pyrazino[1,2-a]pyrido[3,2-e]pyrazine CC1(C2N(C3=C(N1)C=C(C=N3)C(F)(F)F)CCNC2)C